ClCC=1N(C2=C(N1)C=CC(=C2F)C(=O)OC)C[C@H]2OCCC2 methyl 2-(chloromethyl)-4-fluoro-3-[(2S)-oxolane-2-ylmethyl]-1,3-benzodiazole-5-carboxylate